3-fluoro-N-(4-nitrophenyl)piperidin-4-amine hydrochloride Cl.FC1CNCCC1NC1=CC=C(C=C1)[N+](=O)[O-]